4-tert-butyl-2-phenyl-Phenol C(C)(C)(C)C1=CC(=C(C=C1)O)C1=CC=CC=C1